1-[2-[(3S)-2,6-dioxo-3-piperidinyl]-1-oxo-isoindolin-5-yl]piperidine-4-carbaldehyde O=C1NC(CC[C@@H]1N1C(C2=CC=C(C=C2C1)N1CCC(CC1)C=O)=O)=O